CN1SC=CC1=O 2-methyl-4-isothiazolin-3-on